O[C@H]1[C@H](O)[C@@H](O)[C@H](O[C@H]2[C@H](O)[C@@H](O)[C@@H](O)[C@H](O2)CO)[C@H](O1)CO Beta-Lactose